CNC1=C2C(=NC=N1)N(N=C2)CC(=O)OCCCC butyl 2-(4-(methylamino)-1H-pyrazolo[3,4-d]pyrimidin-1-yl)acetate